C1(=CC=C(C=C1)C[C@H](C[C@H](C(=O)OCC)C)NC(CCC(=O)[O-])=O)C1=CC=CC=C1.[Na+] sodium 4-(((2S,4R)-1-([1,1'-biphenyl]-4-yl)-5-ethoxy-4-methyl-5-oxopentan-2-yl)amino)-4-oxobutyrate